2-(diethoxymethyl)-4-methylsulfanyl-furan C(C)OC(C=1OC=C(C1)SC)OCC